C(C)CC(CC(=O)[O-])=O.CC([O-])C.CC([O-])C.[Ti+3] titanium diisopropoxide (ethylacetoacetate)